6-Chloro-N-((2-(2,6-dioxopiperidin-3-yl)-1-oxoisoindolin-5-yl)methyl)benzo[d]thiazole-2-carboxamide ClC1=CC2=C(N=C(S2)C(=O)NCC=2C=C3CN(C(C3=CC2)=O)C2C(NC(CC2)=O)=O)C=C1